CC=1C=CC(=NC1)C1=C(C=C(C=C1)C1=NNC(OC1)=O)C(F)(F)F 5-[4-(5-Methylpyridin-2-yl)-3-(trifluoromethyl)phenyl]-3,6-dihydro-2H-1,3,4-oxadiazin-2-one